C1(CCCC1)N1N=CC(=C1)C=1C=C2C(=CNC2=CC1)NC(=O)NC 1-[5-(1-cyclopentyl-1H-pyrazol-4-yl)-1H-indol-3-yl]-3-methylurea